2-(3-(8-chloronaphthalen-1-yl)-4-fluoro-10-(2-fluoroacryloyl)-7-methyl-8-oxo-8,8a,9,10,11,12-hexahydro-7H-pyrazino[1',2':4,5]pyrazino[2,3-c][1,6]naphthyridin-11-yl)acetonitrile ClC=1C=CC=C2C=CC=C(C12)C1=NC=C2C3=C(C=NC2=C1F)N(C(C1N3CC(N(C1)C(C(=C)F)=O)CC#N)=O)C